FC(C1=NN(C=C1C(=O)N1C(CC(C2=CC(=CC=C12)F)C)(C)C)C)F N-(3-difluoromethyl-1-methyl-1H-4-pyrazolecarbonyl)-6-fluoro-2,2,4-trimethyl-1,2,3,4-tetrahydro-quinoline